NC1=C(C=CC(=C1N)C=1C=CC=C2C=CC=C(C12)C1=CC(=C(C(=O)N[C@H](C)C2=CC=CC=C2)C(=C1)C)C)C=1C=CC=C2C=CC=C(C12)C1=CC(=C(C(=O)N[C@H](C)C2=CC=CC=C2)C(=C1)C)C 4,4'-((2,3-diamino-1,4-phenylene)bis(naphthalene-8,1-diyl))bis(2,6-dimethyl-N-((R)-1-phenylethyl)benzamide)